11H-Indeno[1,2-b]quinoxalin-11-one oxime sodium salt [Na].C1=C2C(C=3C(=NC=4C=CC=CC4N3)C2=CC=C1)=NO